2-[(4-[(2-Acetaminopyridin-4-yl)oxy]-3-fluorophenyl)amino]-N-phenylpyridine-3-carboxamide N(C(=O)C)C1=NC=CC(=C1)OC1=C(C=C(C=C1)NC1=NC=CC=C1C(=O)NC1=CC=CC=C1)F